3-fluoro-5-bromo-2,4,6-trinitroanisole FC=1C(=C(C(=C(C1[N+](=O)[O-])Br)[N+](=O)[O-])OC)[N+](=O)[O-]